6-chloro-1H-indole-2-carboxamide ClC1=CC=C2C=C(NC2=C1)C(=O)N